CC1=C(N=CC(=N1)C(=O)OC)C(NCC(NCC(F)(F)F)=O)=O methyl 6-methyl-5-[[2-oxo-2-(2,2,2-trifluoroethylamino)ethyl]carbamoyl]pyrazine-2-carboxylate